2-(1-methylpyrrolidin-2-yl)-1-[[2-(trimethylsilyl)ethoxy]methyl]imidazo[4,5-c]pyridin-6-amine CN1C(CCC1)C=1N(C2=C(C=NC(=C2)N)N1)COCC[Si](C)(C)C